N[C@H]1CN(CCC1)C(=O)C1=CC2=C(N(C(=N2)C=2N(C3=CC=CC=C3C2)CC2CC2)CC2CN(C2)C(=O)C2=CC=C(C#N)C=C2)C(=C1)OC 4-[3-({5-[(3R)-3-aminopiperidine-1-carbonyl]-2-[1-(cyclopropylmethyl)-1H-indol-2-yl]-7-methoxy-1H-1,3-benzodiazol-1-yl}methyl)azetidine-1-carbonyl]benzonitrile